dimethylphosphine mono-p-toluenesulfonate CC1=CC=C(C=C1)S(=O)(=O)O.CPC